(4-Fluoro-3-(5-fluoropyrimidin-2-yl)phenyl)methanol FC1=C(C=C(C=C1)CO)C1=NC=C(C=N1)F